N-(tris(3-acrylamidopropoxymethyl)methyl)acrylamide C(C=C)(=O)NCCCOCC(NC(C=C)=O)(COCCCNC(C=C)=O)COCCCNC(C=C)=O